FC(OC=1C=C(C=NC1)NC(=O)C1=CSC=2CN(CCC21)C(=O)OC(C)(C)C)(F)F tert-butyl 3-((5-(trifluoromethoxy)pyridin-3-yl)carbamoyl)-4,7-dihydrothieno[2,3-c]pyridine-6(5H)-carboxylate